1-(Exo-3-((4-((4-([1,2,4]triazolo[1,5-c]pyrimidin-7-yloxy)-3-methylphenyl)amino)-7-methoxyquinazolin-6-yl)oxy)-8-azabicyclo[3.2.1]oct-8-yl)prop-2-en-1-one N=1C=NN2C=NC(=CC21)OC2=C(C=C(C=C2)NC2=NC=NC1=CC(=C(C=C21)OC2CC1CCC(C2)N1C(C=C)=O)OC)C